2-bromo-N-(3,5-dichloro-4-(3-isopropyl-4-methoxyphenoxy)phenyl)acetamide BrCC(=O)NC1=CC(=C(C(=C1)Cl)OC1=CC(=C(C=C1)OC)C(C)C)Cl